ClC1=NC=CC(=N1)N1N=CC2=CC(=CC=C12)N (2-chloropyrimidin-4-yl)-1H-indazol-5-amine